2-(3,5-Difluoro-2-pyridyl)-3-(1H-pyrazolo[3,4-b]pyridin-4-yl)-6,7-dihydro-5H-pyrazolo[5,1-b][1,3]oxazine FC=1C(=NC=C(C1)F)C1=NN2C(OCCC2)=C1C1=C2C(=NC=C1)NN=C2